1-(4-(Chloromethyl)-6-fluoropyridin-3-yl)dihydropyrimidine-2,4(1H,3H)-dione ClCC1=C(C=NC(=C1)F)N1C(NC(CC1)=O)=O